1,3-bis[4-(4-amino-6-trifluoromethylphenoxy)-alpha,α-dimethylbenzyl]benzene NC1=CC=C(OC2=CC=C(C(C)(C)C3=CC(=CC=C3)C(C3=CC=C(C=C3)OC3=CC=C(C=C3C(F)(F)F)N)(C)C)C=C2)C(=C1)C(F)(F)F